NC=1C2=C(N=CN1)N(C(=C2C2=NC=C(C=N2)F)C2=CCC1(CCN(CC1)C(C=C)=O)CC2)C 1-(9-(4-amino-5-(5-fluoropyrimidin-2-yl)-7-methyl-7H-pyrrolo[2,3-d]pyrimidin-6-yl)-3-azaspiro[5.5]undec-8-en-3-yl)prop-2-en-1-one